BrC1=CC=C(C=C1)C=1C(=NC(=NC1)NC=1C=NN(C1)CCN(C)C)NC=1C=C(C=CC1F)NC(C=C)=O N-(3-((5-(4-bromophenyl)-2-((1-(2-(dimethylamino)ethyl)-1H-pyrazol-4-yl)amino)pyrimidin-4-yl)amino)-4-fluorophenyl)acrylamide